ClC1=CC=C(C=C1)[C@@]1(N(C(C2=CC(=CC(=C12)F)C(C)(CC)O)=O)CC1=CC=C(C=N1)C#N)OCC1(CC1)CO 6-{[(1R)-1-(4-chlorophenyl)-7-fluoro-5-(2-hydroxybut-2-yl)-1-{[1-(hydroxymethyl)cyclopropyl]methoxy}-3-oxo-2,3-dihydro-1H-isoindol-2-yl]methyl}pyridine-3-carbonitrile